C(C)OC(=O)C=1C=NC(=NC1)N1CC2(C1)CN(CC2)S(=O)(=O)C2=CC=C(C=C2)C=2SC=CC2 2-(6-((4-(thiophen-2-yl)phenyl)sulfonyl)-2,6-diazaspiro[3.4]octane-2-yl)pyrimidine-5-carboxylic acid ethyl ester